3-(tert-butyl)-1-methyl-4,5-dihydro-1H-pyrazol-5-one C(C)(C)(C)C1=NN(C(C1)=O)C